gold silver copper iron [Fe].[Cu].[Ag].[Au]